Ethanesulfonic acid (5-{6-[2-(2-cyano-7-fluoro-4-methoxy-indol-1-yl)-ethylamino]-pyrimidin-4-yl}-3-ethoxy-thiophene-2-carbonyl)-amide C(#N)C=1N(C2=C(C=CC(=C2C1)OC)F)CCNC1=CC(=NC=N1)C1=CC(=C(S1)C(=O)NS(=O)(=O)CC)OCC